C(C)C1(NC(N(C(C1)=O)C(CCOC)[C@H]1[C@@H](C1)C(N[C@H]1[C@@H](CC2=CC=CC=C12)O)=O)=[NH2+])CC [4,4-diethyl-1-[1-[(1R,2R)-2-[[(1R,2R)-2-hydroxyindan-1-yl]carbamoyl]cyclopropyl]-3-methoxy-propyl]-6-oxo-hexahydropyrimidin-2-ylidene]ammonium